ClC=1C(=NC=CC1C1=C(C(=CC=C1)C=1C=NC(=C(C1)OC)CN1CC2(C1)CNC(C2)=O)Cl)C2=CC(=C(CN1CC3(C1)CNC(C3)=O)C=C2)OC 2-(4-(3-chloro-4-(2-chloro-3-(5-methoxy-6-((7-oxo-2,6-diazaspiro[3.4]octan-2-yl)methyl)pyridin-3-yl)phenyl)pyridin-2-yl)-2-methoxybenzyl)-2,6-diazaspiro[3.4]octan-7-one